methyl 2-(5-hydroxypyrazin-2-yl)-2-methylpropanoate OC=1N=CC(=NC1)C(C(=O)OC)(C)C